(S)-(3-(1-amino-1,3-dihydrospiro[inden-2,4'-piperidin]-1'-yl)-6-(2-amino-3-chloropyridin-4-yl)-5-methylpyrazin-2-yl)methanol N[C@@H]1C2=CC=CC=C2CC12CCN(CC2)C=2C(=NC(=C(N2)C)C2=C(C(=NC=C2)N)Cl)CO